N[C@@H]1[C@@H](CCCC1)C1=C(C2=NC(=CC(=C2S1)NCC=1SC=CC1)Cl)Br 2-((1R,2S)-2-aminocyclohexyl)-3-bromo-5-chloro-N-(thiophen-2-ylmethyl)thieno[3,2-b]pyridin-7-amine